CN(C(=O)CN1C[C@@H]([C@@H](CC1)NC1=C2C=C(N(C2=CC=C1)CC(F)(F)F)C#CCNC1=C(C=C(C(=O)O)C=C1)OC)F)C 4-{[3-(4-{[(3S,4R)-1-[(dimethylcarbamoyl)methyl]-3-fluoropiperidin-4-yl]amino}-1-(2,2,2-trifluoroethyl)-1H-indol-2-yl)prop-2-yn-1-yl]amino}-3-methoxybenzoic acid